NC=1C2=C(N=CN1)N(C(=C2C2=CC(=C(C=C2)OC2=NC=CC(=N2)C)F)C=2C(=CC(=NC2)Cl)CCC(=O)OC)COCC[Si](C)(C)C methyl 3-[5-(4-amino-5-{3-fluoro-4-[(4-methylpyrimidin-2-yl)oxy]phenyl}-7-{[2-(trimethylsilyl)ethoxy] methyl}-7H-pyrrolo[2,3-d]pyrimidin-6-yl)-2-chloropyridin-4-yl]propanoate